3-(acetylamino)-N-(5-methoxybenzo[d][1,3]thiazepin-2-yl)benzamide C(C)(=O)NC=1C=C(C(=O)NC=2SC=C(C3=C(N2)C=CC=C3)OC)C=CC1